O(C)C1=C(OC2=CC(=CC(=C2C1=O)OC)OC)C1=CC(=C(C=C1)OC)OC 3,5,7,3',4'-pentamethoxyl-flavone